C(C)(C)(C)OC(=O)N(C1=C(C=2N(C=N1)N=CC2C(=O)OC)OC)C(=O)OC(C)(C)C Methyl 5-[bis(tert-butoxycarbonyl) amino]-4-methoxy-pyrazolo[1,5-c]pyrimidine-3-carboxylate